N-((R)-1-(2-fluoro-3-(trifluoromethyl)phenyl)ethyl)-4-(((1R,5S,6s)-3-methyl-3-azabicyclo[3.1.0]hexan-6-yl)amino)-6-oxo-1-((S)-spiro[2.2]pentan-1-yl)-1,6-dihydropyridine-3-carboxamide FC1=C(C=CC=C1C(F)(F)F)[C@@H](C)NC(=O)C1=CN(C(C=C1NC1[C@@H]2CN(C[C@H]12)C)=O)[C@H]1CC12CC2